FC(C(=O)[O-])(F)F.C(=O)(O)CC(C(=O)OCN1C(N(SC1NC(C1=CC=C(C=C1)Cl)=O)CC1=CC=C(C=C1)Cl)=O)[NH3+] 3-carboxy-1-{[5-(4-chlorobenzamido)-2-[(4-chlorophenyl)methyl]-3-oxo-1,2,4-thiadiazolidin-4-yl]methoxy}-1-oxopropan-2-aminium Trifluoroacetate